(3-Aminophenylmethyl)-1-methylpyrrolo[2,3-c]pyridin NC=1C=C(C=CC1)CC1=CC=2C(=CN=CC2)N1C